(2-amino-3-fluorophenyl)(phenyl)methanone NC1=C(C=CC=C1F)C(=O)C1=CC=CC=C1